1-Aminocyclopentanecarboxylic acid NC1(CCCC1)C(=O)O